2-aminoethyl (S)-(1-amino-3-((4-(2-(tert-butyl)-4-(3-((2,6-difluorophenyl)sulfonamido)-2-fluorophenyl)thiazol-5-yl)pyrimidin-2-yl)amino)propan-2-yl)carbamate NC[C@@H](CNC1=NC=CC(=N1)C1=C(N=C(S1)C(C)(C)C)C1=C(C(=CC=C1)NS(=O)(=O)C1=C(C=CC=C1F)F)F)NC(OCCN)=O